C(\C=C\C1=CC=C(C=C1)O)(=O)C(N(C(\C=C\C1=CC=C(C=C1)O)=O)C(\C=C\C1=CC=C(C=C1)O)=O)CCCNCCCN (E)-tri-p-coumaroyl-spermidine